(3-(4-amino-7-(trans-3-((3-fluoroazetidin-1-yl)methyl)cyclobutyl)-7H-pyrrolo[2,3-d]pyrimidin-5-yl)benzyl)methanesulfonamide NC=1C2=C(N=CN1)N(C=C2C=2C=C(CCS(=O)(=O)N)C=CC2)[C@@H]2C[C@H](C2)CN2CC(C2)F